COC(=O)C=1N(C=CC1Br)NC(=O)N 3-bromo-1-ureido-1H-pyrrole-2-carboxylic acid methyl ester